N-(5-bromo-6-methoxypyridin-3-yl)-2-phenyloxazole-5-carboxamide BrC=1C=C(C=NC1OC)NC(=O)C1=CN=C(O1)C1=CC=CC=C1